1,3-bis-trimethoxysilylpropane CO[Si](CCC[Si](OC)(OC)OC)(OC)OC